2-(3-(4-(5-cyclopropyl-2-(isoxazol-4-ylamino)pyrimidin-4-yl)-1H-pyrazol-1-yl)-1-(ethylsulfonyl)azetidin-3-yl)acetonitrile C1(CC1)C=1C(=NC(=NC1)NC=1C=NOC1)C=1C=NN(C1)C1(CN(C1)S(=O)(=O)CC)CC#N